(propan-2-yl)propan-2-amine CC(C)CC(C)N